ClC=1C=C2CN(C(C2=CC1CNCC1CCCC1)=O)C1=NC(=CC(=C1)C1=C(C=C(C#N)C=C1)C1=NN=CN1C)C1CC1 4-(2-(5-Chloro-6-(((cyclopentylmethyl)amino)methyl)-1-oxoisoindolin-2-yl)-6-cyclopropylpyridin-4-yl)-3-(4-methyl-4H-1,2,4-triazol-3-yl)benzonitrile